C(=O)C1=C2C(=NC(=C1)C(=O)NC1=CC(=CC=C1)C1(CC(C1)C)C1=NN=CN1C)C(=CN2)C 7-formyl-3-methyl-N-(3-((1s,3s)-3-methyl-1-(4-methyl-4H-1,2,4-triazol-3-yl)cyclobutyl)phenyl)-1H-pyrrolo[3,2-b]pyridine-5-carboxamide